(S,E)-N-(5-(4-(3-(cyanomethyl)-4-(4-oxopent-2-enoyl)piperazin-1-yl)quinazolin-6-yl)-2-methoxypyridin-3-yl)-2,6-difluoro-benzenesulfonamide C(#N)C[C@H]1CN(CCN1C(\C=C\C(C)=O)=O)C1=NC=NC2=CC=C(C=C12)C=1C=C(C(=NC1)OC)NS(=O)(=O)C1=C(C=CC=C1F)F